5-(4-tert-butoxyphenyl)-1,3-cyclohexanedione C(C)(C)(C)OC1=CC=C(C=C1)C1CC(CC(C1)=O)=O